2-(4-methylphenyl)-benzimidazole-4-carboxylic acid methyl ester COC(=O)C1=CC=CC=2N=C(NC21)C2=CC=C(C=C2)C